3-(3-chlorophenyl)-N-((endo)-7-cyano-7-azabicyclo[2.2.1]heptan-2-yl)-1,2-oxazole-5-carboxamide ClC=1C=C(C=CC1)C1=NOC(=C1)C(=O)NC1C2CCC(C1)N2C#N